1-(chloromethyl)-3-fluoro-2-methyl-5-nitrobenzene ClCC1=C(C(=CC(=C1)[N+](=O)[O-])F)C